methyl (E)-3-(3-ethoxy-5-(4,4,5,5-tetramethyl-1,3,2-dioxaborolan-2-yl)thiophen-2-yl)acrylate C(C)OC1=C(SC(=C1)B1OC(C(O1)(C)C)(C)C)/C=C/C(=O)OC